NC1=NC(=C(C#N)C(=C1)C(C)C)Cl 6-amino-2-chloro-4-isopropyl-nicotinonitrile